1-bromo-4,4-dipropyl-1,4-disilacyclohexane Br[SiH]1CC[Si](CC1)(CCC)CCC